C(#N)C[C@H](CC(=O)NC=1SC(=C(N1)C)C(=O)OC(C)C)NC1=NC=CC2=CC=C(C=C12)C#N Propan-2-yl 2-[(3R)-4-cyano-3-[(7-cyanoisoquinolin-1-yl)amino]butan-amido]-4-methyl-1,3-thiazole-5-carboxylate